oxa-4-azaheptadecan OCCNCCCCCCCCCCCCC